ClC(C(C(F)F)F)(F)F 1-chloro-1,1,2,3,3-pentafluoropropane